1-phenyl-1-cyclohexyl-1-cyclopentadienyl-1-(2,7-di-tert-butylfluoren-9-yl)methane sodium [Na].C1(=CC=CC=C1)C(C1C2=CC(=CC=C2C=2C=CC(=CC12)C(C)(C)C)C(C)(C)C)(C1C=CC=C1)C1CCCCC1